beta-cholestane C[C@H](CCCC(C)C)[C@H]1CC[C@@H]2[C@@]1(CC[C@H]3[C@H]2CC[C@H]4[C@@]3(CCCC4)C)C